FC1=CC=C(C(=O)N2[C@@H](C=3N(CC2)C(=NC3[C@H]3C(CCCC3)=O)C3=NC(=NS3)C)C)C=C1 (S)-2-((R)-7-(4-Fluorobenzoyl)-8-methyl-3-(3-methyl-1,2,4-thiadiazol-5-yl)-5,6,7,8-Tetrahydroimidazo[1,5-a]pyrazin-1-yl)cyclohexane-1-one